COC(=O)/C=C/C(=O)OCC(=O)NC(C(=O)O)C 2-{2-[(2E)-3-(methoxycarbonyl)propan-2-enoyloxy]acetylamino}propanoic acid